(1S,2R,5R)-5-(4-amino-2-methyl-7H-pyrrolo[2,3-d]pyrimidin-7-yl)-3-(2-(6-(difluoromethyl)-1,2,3,4-tetrahydroisoquinolin-8-yl)ethyl)cyclopent-3-ene-1,2-diol NC=1C2=C(N=C(N1)C)N(C=C2)[C@@H]2C=C([C@H]([C@H]2O)O)CCC=2C=C(C=C1CCNCC21)C(F)F